benzyl ((S)-(4,4-difluorocyclohexyl)(2-(((3R,5R)-2-oxo-5-(trifluoromethyl)piperidin-3-yl)methyl)imidazo[1,2-b][1,2,4]triazin-6-yl)methyl)carbamate FC1(CCC(CC1)[C@@H](C=1N=C2N(N=C(C=N2)C[C@@H]2C(NC[C@@H](C2)C(F)(F)F)=O)C1)NC(OCC1=CC=CC=C1)=O)F